NC1=NC2=CC(=CC=C2C=C1)CN(C(CC(C)(F)F)=O)C=1C(=NC=CC1)S(=O)(=O)C N-[(2-aminoquinolin-7-yl)methyl]-3,3-difluoro-N-(2-methanesulfonylpyridin-3-yl)butanamide